FC(C(=O)O)(F)F.N1C(=NC=C1)C1=NC=CC(=C1)C=1C=C2CN(C(C2=C(C1)S(=O)(=O)C)=O)[C@@H](C)C1CC1 (S)-5-(2-(1H-Imidazol-2-yl)pyridin-4-yl)-2-(1-cyclopropyl-ethyl)-7-(methyl-sulfonyl)isoindolin-1-one, trifluoroacetate salt